[Si](C1=CC=CC=C1)(C1=CC=CC=C1)(C(C)(C)C)OCC=1C=C(C=CC1)N1C2CN(CC1CC2)C(=O)OC(C)(C)C tert-butyl 8-[3-[[tert-butyl(diphenyl)silyl]oxymethyl]phenyl]-3,8-diazabicyclo[3.2.1]octane-3-carboxylate